ClC1=CC(=CC(=N1)OCCCCCCO)CSC 6-[[6-chloro-4-(methylsulfanylmethyl)-2-pyridyl]oxy]hexan-1-ol